C(C)(C)N1N=CC2=NC(=CC(=C21)N[C@H]2COCC2)C=2C=NN1C2C=CC=C1 1-isopropyl-5-pyrazolo[1,5-a]pyridin-3-yl-N-[(3R)-tetrahydrofuran-3-yl]pyrazolo[4,3-b]pyridin-7-amine